COC1=C(C=NC(=C1)S(=O)(=O)C)NC(OC(C)(C)C)=O tert-butyl (4-methoxy-6-(methylsulfonyl)pyridin-3-yl)carbamate